C(#N)C1=CC(=C(OCC=2C=C(C=CC2)[C@H]2CN(CC2)CC2=NC3=C(N2C[C@H]2OCC2)C=C(C=C3F)C(=O)O)C=C1)F 2-{[(3S)-3-{3-[(4-cyano-2-fluorophenoxy)methyl]phenyl}pyrrolidin-1-yl]methyl}-4-fluoro-1-{[(2S)-oxetan-2-yl]methyl}-1H-1,3-benzodiazole-6-carboxylic acid